C(C1=CC=CC=C1)OC(C(C(C)O)C)=O benzyl-2-methyl-3-hydroxybutanoate